(R)-6-((2-chloro-5-oxido-6,7-dihydrothieno[3,2-d]pyrimidin-4-yl)amino)-2,3-dihydrobenzo[b]thiophene 1,1-dioxide ClC=1N=C(C2=C(N1)CC[S@]2=O)NC=2C=CC1=C(S(CC1)(=O)=O)C2